dimethyl-4-pyridinecarboxylate CC=1C(=NC=CC1C(=O)[O-])C